ethyl-3-(2,6-dichlorophenyl)-1,4-dioxaspiro[4.5]decane-2-carboxylate C(C)OC(=O)C1OC2(OC1C1=C(C=CC=C1Cl)Cl)CCCCC2